7-chloro-1-phenylpyrido[2,3-d]pyrimidine-2,4(1h,3h)-dione ClC=1C=CC2=C(N(C(NC2=O)=O)C2=CC=CC=C2)N1